The molecule is a simple monocarboxylic acid containing two carbons. It has a role as a protic solvent, a food acidity regulator, an antimicrobial food preservative and a Daphnia magna metabolite. It is a conjugate acid of an acetate. CC(=O)O